methyl (3R,4S)-3-((((1s,4R)-4-(1H-indazol-5-yl)cyclohexyl)oxy)methyl)-4-(methylsulfonamido)piperidine-1-carboxylate N1N=CC2=CC(=CC=C12)C1CCC(CC1)OC[C@@H]1CN(CC[C@@H]1NS(=O)(=O)C)C(=O)OC